OC[C@](C)(O)C=1C=C(SC1)S(=O)(N)=NC(NC1=C2C(=NC3=C1CCC3)C(CC2)(C)C)=O 4-((R)-1,2-dihydroxypropan-2-yl)-N'-((3,3-dimethyl-1,2,3,5,6,7-hexahydrodicyclopenta[b,e]pyridin-8-yl)carbamoyl)thiophene-2-sulfonimidamide